C(C=C)(=O)N1[C@H](CN(CC1)C1=NC(=NC=2CC(CCC12)N1CCC2=CC=C(C=C12)C)OCCN1CCOCC1)CC#N 2-((2S)-1-Acryloyl-4-(7-(6-methylindolin-1-yl)-2-(2-morpholinoethoxy)-5,6,7,8-tetrahydroquinazolin-4-yl)piperazin-2-yl)acetonitrile